ClC=1C=C(C=CC1)C=1C=CC=2N(N1)N=CC2C(=O)OC Methyl 6-(3-chlorophenyl)pyrazolo[1,5-b]pyridazine-3-carboxylate